NC1=NC=CC(=C1Cl)SC=1C=2N(C(=NC1)N1CCC3(CC1)[C@@H](C1=CC=CC(=C1C3)OC)N)C=NN2 (S)-1'-(8-((2-amino-3-chloropyridin-4-yl)thio)-[1,2,4]triazolo[4,3-c]pyrimidin-5-yl)-4-methoxy-1,3-dihydrospiro[inden-2,4'-piperidin]-1-amine